C(C)OC([C@H](CC(C)C)NC([C@@H](CCC1=NC2=C(N1C)C=CC(=C2)N(CCCl)CCCl)N)=O)=O (2S)-2-[[(2R)-2-amino-4-[5-[bis(2-chloroethyl)amino]-1-methyl-benzimidazol-2-yl]butanoyl]amino]-4-methyl-pentanoic acid ethyl ester